C(#N)CC=1C=C(CNCCCCOCCOC2=NC3=C(C4=CN=CC=C24)C=CC(=C3)C(=O)O)C=C(C1)F 5-(2-(4-((3-(cyanomethyl)-5-fluorobenzyl)amino)butoxy)ethoxy)benzo[c][2,6]naphthyridine-8-carboxylic acid